4-((6-(3-chloro-2-methylpyridin-4-yl)-1-methyl-2-oxo-1,2,3,4-tetrahydroquinolin-7-yl)amino)-2-(2,6-dioxopiperidin-3-yl)isoindoline-1,3-dione ClC=1C(=NC=CC1C=1C=C2CCC(N(C2=CC1NC1=C2C(N(C(C2=CC=C1)=O)C1C(NC(CC1)=O)=O)=O)C)=O)C